BrC1=C(C(=C(C=C1)CO)OC1=C(C=CC(=C1)F)Cl)NC (4-bromo-2-(2-chloro-5-fluorophenoxy)-3-(methylamino)phenyl)methanol